(4-((6-chloro-3-((4-fluoro-1-methylpiperidin-4-yl)ethynyl)-1H-pyrazolo[4,3-c]pyridin-1-yl)methyl)tetrahydro-2H-pyran-4-yl)methanol ClC1=CC2=C(C=N1)C(=NN2CC2(CCOCC2)CO)C#CC2(CCN(CC2)C)F